diisopropyl 2-(ethoxymethylene)malonate C(C)OC=C(C(=O)OC(C)C)C(=O)OC(C)C